2-(4,5-dichloro-6-oxo-pyridazin-1-yl)-N-[4-methyl-3-[[(1S)-2,2,2-trifluoro-1-(2-pyridylmethyl)ethyl]sulfamoyl]phenyl]acetamide ClC=1C=NN(C(C1Cl)=O)CC(=O)NC1=CC(=C(C=C1)C)S(N[C@H](C(F)(F)F)CC1=NC=CC=C1)(=O)=O